4-amino-7-(2-C-hydroxymethyl-β-D-ribofuranosyl)-7H-pyrrolo[2,3-d]pyrimidine NC=1C2=C(N=CN1)N(C=C2)[C@H]2[C@](O)([C@H](O)[C@H](O2)CO)CO